NC1=NC(=C(C=C1C=1C=C2CCNC(C2=CC1)=O)C1=C(C=C(C=C1)N1[C@@H](CCC1)C)F)F (R)-6-(2-amino-6-fluoro-5-(2-fluoro-4-(2-methylpyrrolidin-1-yl)phenyl)pyridin-3-yl)-3,4-dihydroisoquinolin-1(2H)-one